3,4-di-tert-butyltoluene C(C)(C)(C)C=1C=C(C)C=CC1C(C)(C)C